4-chloro-2-(3-(3,3-difluoro-1-((4-methyl-4H-1,2,4-triazol-3-yl)-methyl)cyclobutyl)phenyl)-6-(((1-methylcyclobutyl)amino)methyl)isoindolin-1-one formate C(=O)O.ClC1=C2CN(C(C2=CC(=C1)CNC1(CCC1)C)=O)C1=CC(=CC=C1)C1(CC(C1)(F)F)CC1=NN=CN1C